1-(4-(5-(4-cyclohexyl-3-(trifluoromethyl)phenyl)-1,2,4-oxadiazol-3-yl)-2-ethylbenzyl)azetidine-3-carboxylic acid C1(CCCCC1)C1=C(C=C(C=C1)C1=NC(=NO1)C1=CC(=C(CN2CC(C2)C(=O)O)C=C1)CC)C(F)(F)F